tert-butyl (1S,4S)-5-[4-(2-fluoro-3-methyl-anilino)pyrido[3,2-d]pyrimidin-6-yl]-2,5-diazabicyclo[2.2.2]octane-2-carboxylate FC1=C(NC=2C3=C(N=CN2)C=CC(=N3)N3[C@@H]2CN([C@H](C3)CC2)C(=O)OC(C)(C)C)C=CC=C1C